((5-chloro-2-methoxy-4-methylphenyl)sulfonyl)-L-proline ClC=1C(=CC(=C(C1)S(=O)(=O)N1[C@@H](CCC1)C(=O)O)OC)C